(ethyldimethylsilyl)(2-dimethylamino-1,1-diethyl-ethyl)amine C(C)[Si](C)(C)NC(CN(C)C)(CC)CC